2-Fluoro-N-methyl-3-(4,4,5,5-tetramethyl-1,3,2-dioxaborolan-2-yl)aniline FC1=C(NC)C=CC=C1B1OC(C(O1)(C)C)(C)C